1'-((4-(Aminomethyl)pyridin-2-yl)sulfonyl)-5'-(4-(methylsulfonyl)piperazine-1-carbonyl)-[1,3'-bipiperidin]-2-one 2,2,2-trifluoroacetate FC(C(=O)O)(F)F.NCC1=CC(=NC=C1)S(=O)(=O)N1CC(CC(C1)C(=O)N1CCN(CC1)S(=O)(=O)C)N1C(CCCC1)=O